BrC1=C(N=C(S1)NC(OC(C)(C)C)=O)C1=CC(=C(C=C1)F)F tert-butyl (5-bromo-4-(3,4-difluorophenyl)thiazol-2-yl)carbamate